5-(2,4-bis(Benzyloxy)-5-isopropylphenyl)-N-methyl-N-(3-(methylamino)propyl)-4-(4-((1-(methylsulfonyl)piperidin-4-yl)methyl)phenyl)-4H-1,2,4-triazole-3-carboxamide C(C1=CC=CC=C1)OC1=C(C=C(C(=C1)OCC1=CC=CC=C1)C(C)C)C=1N(C(=NN1)C(=O)N(CCCNC)C)C1=CC=C(C=C1)CC1CCN(CC1)S(=O)(=O)C